O=C1NC(CCC1C1=NN(C2=C(C(=CC=C12)NC(OC(C)(C)C)=O)OC)C)=O tert-butyl N-[3-(2,6-dioxo-3-piperidyl)-7-methoxy-1-methyl-indazol-6-yl]carbamate